furo[3,4-b]quinolin-8(5H)-one C=1OC=C2N=C3CC=CC(C3=CC21)=O